((2R*,4R*)-2-ethyl-7-fluorochroman-4-yl)methanesulfonamide C(C)[C@H]1OC2=CC(=CC=C2[C@@H](C1)CS(=O)(=O)N)F |o1:2,10|